FC1=C(C=CC(=C1)C1COC1)C(C)=O 1-(2-Fluoro-4-(oxetan-3-yl)phenyl)ethan-1-one